FC(C(C(F)(F)F)(O)C1=CC=C(C=C1)C1=CC=C(C=C1)CN1C[C@@H](N(CC1)CC1=CC=NC=C1)CC(=O)OC(C)C)(F)F isopropyl (S)-2-(4-((4'-(1,1,1,3,3,3-hexafluoro-2-hydroxypropan-2-yl)-[1,1'-biphenyl]-4-yl)methyl)-1-(pyridin-4-ylmethyl)piperazin-2-yl)acetate